2-isopropylaniline C(C)(C)C1=C(N)C=CC=C1